NC(C(C[C@H]1C(NCCC1)=O)NC([C@H](CC1CC1)NC(=O)C=1NC2=CC(=CC=C2C1)C#N)=O)=O N-[(1S)-2-[[(11S)-2-amino-2-oxo-1-[[(3S)-2-oxo-3-piperidyl]methyl]ethyl]amino]-1-(cyclopropylmethyl)-2-oxo-ethyl]-6-cyano-1H-indole-2-carboxamide